C(#N)CC1CC(C1)(C1=NN=CN1C)C=1C=C(C=CC1)NC(=O)C1=CC=C2C(=N1)C(CC2)(C)C N-(3-((1s,3s)-3-(cyanomethyl)-1-(4-methyl-4H-1,2,4-triazol-3-yl)cyclobutyl)phenyl)-7,7-dimethyl-6,7-dihydro-5H-cyclopenta[b]pyridine-2-carboxamide